(R)-2-chloro-8-(2,4-dimethoxybenzyl)-7-ethyl-5-methyl-7,8-dihydropterin Cl[C@@]1(NC=2N(C(CN(C2C(N1)=O)C)CC)CC1=C(C=C(C=C1)OC)OC)N